(5-(benzyloxy)-2-methylpyridin-4-yl)(ethoxy)methanol C(C1=CC=CC=C1)OC=1C(=CC(=NC1)C)C(O)OCC